NC(CN1N=CC(=C1)NC1=NC=C(C(=N1)C1=CC=C(C(=O)NCC#N)C=C1)Cl)=O 4-(2-((1-(2-amino-2-oxoethyl)-1H-pyrazol-4-yl)amino)-5-chloropyrimidin-4-yl)-N-(cyanomethyl)benzamide